N-[5-(2-chloro-5-cyanophenyl)-1H-indazol-3-yl]-1-methylpiperidine-4-carboxamide trifluoroacetate FC(C(=O)O)(F)F.ClC1=C(C=C(C=C1)C#N)C=1C=C2C(=NNC2=CC1)NC(=O)C1CCN(CC1)C